5-isopropyl-terephthalic acid C(C)(C)C=1C(=CC=C(C(=O)O)C1)C(=O)O